FC(C(=O)OC)(CCCCC(=O)OC)F dimethyl 2,2-difluoroheptanedioate